C(#N)C1(CC1)CC(=O)NC1=CC=C(C=C1)C1=C2C(=NC(=C1)NC(=O)C1CC1)NC=C2 N-(4-(4-(2-(1-cyanocyclopropyl)acetamido)phenyl)-1H-pyrrolo[2,3-b]pyridin-6-yl)cyclopropylcarboxamide